2,3,6,7,8,9,10,11,12,13,14,15,16,17-tetradecahydro-1H-cyclopenta[a]phenanthren-3-yl 3-hydroxypyrrolidine-1-carboxylate OC1CN(CC1)C(=O)OC1CCC2C3CCC4CCCC4C3CCC2=C1